3-(4-Cyclobutoxy-3-fluorophenylmethyl)-1-(2,4-difluorobenzyl)-1-((1-methylpiperidin-4-yl)methyl)urea C1(CCC1)OC1=C(C=C(C=C1)CNC(N(CC1CCN(CC1)C)CC1=C(C=C(C=C1)F)F)=O)F